2-hydroxy-N,N-dimethylpyrimidine-4-carboxamide OC1=NC=CC(=N1)C(=O)N(C)C